ClN1C=CC=2C1=NC=CC2CN2CCC(CC2)OC chloro-4-((4-methoxypiperidin-1-yl)methyl)-1H-pyrrolo[2,3-b]pyridine